2-Methylpropan-2-yl 4-[3-(4-{[4-({2-[(methylamino)carbonyl]phenyl}amino)-5-(trifluoromethyl)pyrimidin-2-yl]amino}phenyl)pyrazol-1-yl]piperidine-1-carboxylate CNC(=O)C1=C(C=CC=C1)NC1=NC(=NC=C1C(F)(F)F)NC1=CC=C(C=C1)C1=NN(C=C1)C1CCN(CC1)C(=O)OC(C)(C)C